N(=[N+]=[N-])C1=C(C(=C(C(=O)OCC(COC(C2=C(C(=C(C(=C2C(C)C)F)N=[N+]=[N-])F)F)=O)(COC(C2=C(C(=C(C(=C2C(C)C)F)N=[N+]=[N-])F)F)=O)COC(C2=C(C(=C(C(=C2C(C)C)F)N=[N+]=[N-])F)F)=O)C(=C1F)C(C)C)F)F 2,2-Bis(((4-azido-2,3,5-trifluoro-6-isopropylbenzoyl) oxy)methyl)propane-1,3-diyl bis(4-azido-2,3,5-trifluoro-6-isopropylbenzoate)